7-amino-2,3,4,5-tetrahydro-3-((3-methyloxetan-3-yl)methoxy)benzo[b][1,4]oxazepine NC1=CC2=C(OCC(CN2)OCC2(COC2)C)C=C1